FC1=CC=C(C=C1)C1=C(C=CC=C1)NC1=CC=C(C=C1)C1=NN=C(S1)N 5-[4-({4'-fluoro-[1,1-biphenyl]-2-yl}amino)phenyl]-1,3,4-thiadiazol-2-amine